N-hydroxy-3-(pyridin-4-ylsulfanyl)pyridine-4-carboximidamide ONC(=N)C1=C(C=NC=C1)SC1=CC=NC=C1